(2S,3R)-2-(Benzyloxycarbonylamino)-3-isopropoxy-butanoic acid C(C1=CC=CC=C1)OC(=O)N[C@H](C(=O)O)[C@@H](C)OC(C)C